N-(3-fluoro-7-(hydroxyimino)-4-methoxy-8-oxo-5,6,7,8-tetrahydronaphthalen-1-yl)acetamide FC=1C=C(C=2C(C(CCC2C1OC)=NO)=O)NC(C)=O